P(O)(O)(=S)O[C@H]1[C@@H](O[C@@H]([C@H]1O)CO)N1C=NC=2C(N)=NC=NC12 Adenosine-2'-phosphorothioate